N1N=CC2=CC(=CC=C12)NC1=NC(=NC=C1C)C1=CC=C(C=C1)C=CC(=O)O 3-(4-(((1H-indazol-5-yl)amino)-5-methylpyrimidin-2-yl)phenyl)acrylic acid